ClC1=CC(=C(C=C1)COC=1C=C(C=CC1F)C1=CC(=C(C=C1)CC=1N(C2=C(N1)C=CC(=C2)C(=O)O)CC2NCCC2)F)F 2-[[4-[3-[(4-chloro-2-fluoro-phenyl)methoxy]-4-fluoro-phenyl]-2-fluoro-phenyl]methyl]-3-(pyrrolidin-2-ylmethyl)benzimidazole-5-carboxylic acid